COC(C1=CC(=C(C=C1)N1N=C(C=C1)C(F)(F)F)C(F)(F)F)=O 3-(Trifluoromethyl)-4-(3-(trifluoromethyl)-1H-pyrazol-1-yl)benzoic acid methyl ester